C(=O)O.ClC=1C=C(C=CC1C(=O)N1CCN(CC1)C(C[C@H]1CNCC1)=O)NC(=O)C=1N(C(=CN1)C1=C(C(=C(C=C1)OC)F)C#N)C N-[3-chloro-4-[4-[2-[(3S)-pyrrolidin-3-yl]acetyl]piperazine-1-carbonyl]phenyl]-5-(2-cyano-3-fluoro-4-methoxy-phenyl)-1-methyl-imidazole-2-carboxamide formate